C(OCC1CO1)(OCC1CO1)=O bis(epoxypropyl) carbonate